6-chloro-3-(4-piperidinyl)-1,2-benzoisoxazole hydrochloride Cl.ClC1=CC2=C(C(=NO2)C2CCNCC2)C=C1